ClC1=NC(=NC(=N1)C=1C2=CC=CC=C2C=2C=CC=CC2C1)C1=CC=CC=C1 2-Chloro-4-(phenanthren-9-yl)-6-phenyl-1,3,5-triazine